N-(1-(4-isopropylphenyl)-1H-indol-3-yl)acrylamide C(C)(C)C1=CC=C(C=C1)N1C=C(C2=CC=CC=C12)NC(C=C)=O